4-[[(2R)-morpholin-2-yl]methoxy]-3-[2-(2-pyridylamino)pyrazolo[1,5-a]pyridin-5-yl]benzonitrile N1C[C@@H](OCC1)COC1=C(C=C(C#N)C=C1)C1=CC=2N(C=C1)N=C(C2)NC2=NC=CC=C2